BrC1=C2C=NN(C2=C(C(=C1)OCOC)C#N)CC1=CC=C(C=C1)OC 4-bromo-1-(4-methoxybenzyl)-6-(methoxymethoxy)-1H-indazole-7-carbonitrile